BrC1=CC(=C2C=NNC2=C1)C=1N=NN(C1)CC=1N=C2N(C=C(C=C2)CN2CCC(CC2)(C)C)C1 6-bromo-4-[1-({6-[(4,4-dimethylpiperidin-1-yl)methyl]Imidazo[1,2-a]Pyridine-2-yl}methyl)-1H-1,2,3-triazol-4-yl]-1H-indazole